1-(3-aminophenyl)ethanone NC=1C=C(C=CC1)C(C)=O